N-(3-chloro-5-(methylsulfonamido)phenyl)-1-methyl-5-(5-(3-(trifluoromethyl)azetidin-1-yl)pyridin-2-yl)-1H-pyrrole-3-carboxamide ClC=1C=C(C=C(C1)NS(=O)(=O)C)NC(=O)C1=CN(C(=C1)C1=NC=C(C=C1)N1CC(C1)C(F)(F)F)C